1-[4'-(trifluoromethyl)[1,1'-biphenyl]-4-yl]cyclopropylmethanone FC(C1=CC=C(C=C1)C1=CC=C(C=C1)C1(CC1)C=O)(F)F